6-((3-(2-(diethylamino)ethyl)-1H-indol-6-yl)oxy)-6-oxohexanoic acid C(C)N(CCC1=CNC2=CC(=CC=C12)OC(CCCCC(=O)O)=O)CC